tert-butyl-((1-(3-(1-(2,2-difluorobenzo[d][1,3]dioxol-5-yl) ethoxy) phenyl)-3-(trifluoromethyl)-4,5,6,7-tetrahydro-1H-indazol-7-yl) oxy) benzoate C(C1=CC=CC=C1)(=O)OOC1CCC(C=2C(=NN(C12)C1=CC(=CC=C1)OC(C)C1=CC2=C(OC(O2)(F)F)C=C1)C(F)(F)F)C(C)(C)C